ClC1=C(C=CC=2CN3[C@@H](COC21)CN(CC3)C(C=C)=O)C3=C(C=CC=C3O)F (12aR)-10-Chloro-9-(2-fluoro-6-hydroxyphenyl)-2-(prop-2-enoyl)-1,2,3,4,12,12a-hexahydro-6H-pyrazino[2,1-c][1,4]benzoxazepin